N1C(=CC2=CC=CC=C12)CCCC(=O)[O-].[Na+] sodium indolebutyrate